(S)-N-(3-cyclopropyl-1H-pyrazol-5-yl)-2-(1-(2-methylthiazol-4-yl)-1H-pyrazol-4-yl)propanamide C1(CC1)C1=NNC(=C1)NC([C@@H](C)C=1C=NN(C1)C=1N=C(SC1)C)=O